(S,E)-7-(Dimethylamino)-1-((1-((6-fluoro-1-(4-fluorobenzyl)-1H-benzo[d]imidazol-2-yl)methyl)-2-oxo-1,2-dihydropyridin-3-yl)amino)-1,7-dioxohept-5-en-2-yl-dimethylcarbamat CN(C(/C=C/CC[C@H](C(=O)NC=1C(N(C=CC1)CC1=NC2=C(N1CC1=CC=C(C=C1)F)C=C(C=C2)F)=O)CN(C([O-])=O)C)=O)C